2-(3-(1H-benzo[d]imidazol-1-yl)phenoxy)-9-(4-(tert-butyl)pyridin-2-yl)-9H-carbazole N1(C=NC2=C1C=CC=C2)C=2C=C(OC1=CC=3N(C4=CC=CC=C4C3C=C1)C1=NC=CC(=C1)C(C)(C)C)C=CC2